2'-cyclopropyl-N-(5-((5-(2-hydroxypropan-2-yl)pyridin-2-yl)methoxy)-1,3,4-thiadiazol-2-yl)-5'-methoxy-6-methyl-[4,4'-bipyridine]-3-carboxamide C1(CC1)C1=NC=C(C(=C1)C1=C(C=NC(=C1)C)C(=O)NC=1SC(=NN1)OCC1=NC=C(C=C1)C(C)(C)O)OC